C1(=CC=CC=C1)[SiH]1[Si]([Si]([Si]([SiH2][SiH2]1)(O)C1=CC=CC=C1)(C1=CC=CC=C1)C1=CC=CC=C1)(C1=CC=CC=C1)C1=CC=CC=C1.[Na].[Ni] nickel-sodium hexaphenylcyclohexasilanol